C(C=C)N1N(C2=NC(=NC=C2C1=O)NC1=CC=C(C=C1)N1CCN(CC1)CC=1C=C(C=CC1F)CC1=NNC(C2=CC=CC=C12)=O)C1=NC=CC=C1 4-[[3-[[4-[4-[[2-allyl-3-oxo-1-(2-pyridyl)pyrazolo[3,4-d]pyrimidin-6-yl]amino]phenyl]piperazin-1-yl]methyl]-4-fluoro-phenyl]methyl]-2H-phthalazin-1-one